N1=C[N]C2=C1C=1C=3C=CC=CC3CCC1C=C2 6,7-dihydro-3λ2-phenanthro[4,3-d]imidazole